(S)-4-((2-(3,5-difluorophenoxy)ethyl)(4-(5,6,7,8-tetrahydro-1,8-naphthyridin-2-yl)butyl)amino)-2-((6-phenylpyrazin-2-yl)amino)butanoic acid FC=1C=C(OCCN(CC[C@@H](C(=O)O)NC2=NC(=CN=C2)C2=CC=CC=C2)CCCCC2=NC=3NCCCC3C=C2)C=C(C1)F